2-((4-((1H-Indazol-5-yl)ethynyl)-[2,4'-bipyrimidin]-2'-yl)amino)-1-(pyrrolidin-1-yl)ethanone N1N=CC2=CC(=CC=C12)C#CC1=NC(=NC=C1)C1=NC(=NC=C1)NCC(=O)N1CCCC1